3-[[(3-carbamoylphenyl)methyl-[2-(hydroxyamino)-2-oxo-ethyl]amino]methyl]benzamide C(N)(=O)C=1C=C(C=CC1)CN(CC(=O)NO)CC=1C=C(C(=O)N)C=CC1